3,6,9,15-tetraazabicyclo[9.3.1]-pentadecan-1(15),11,13-triene-3,6,9-triacetic acid C1=2CN(CCN(CCN(CC(=CC=C1)N2)CC(=O)O)CC(=O)O)CC(=O)O